N-cyclobutyl-4,5,6,7-tetrahydro-2-benzothiophen-5-amine C1(CCC1)NC1CC=2C(=CSC2)CC1